(S)-4-(2-chloro-4-(methoxy-d3)-5-methylphenyl)-N-(2-cyclopropyl-1-(3-fluoro-4-((methoxymethoxy)methyl)phenyl)ethyl)-5-methylthiazol-2-amine ClC1=C(C=C(C(=C1)OC([2H])([2H])[2H])C)C=1N=C(SC1C)N[C@@H](CC1CC1)C1=CC(=C(C=C1)COCOC)F